[3-(5-{3-[(cyclopropylmethyl-amino)-(4-propoxy-phenyl)-methyl]-phenylcarbamoyl}-3-trifluoromethyl-pyrazol-1-yl)-benzyl]-carbamic acid tert-butyl ester C(C)(C)(C)OC(NCC1=CC(=CC=C1)N1N=C(C=C1C(NC1=CC(=CC=C1)C(C1=CC=C(C=C1)OCCC)NCC1CC1)=O)C(F)(F)F)=O